OCCOCCOCCNC(OC)=O methyl (2-(2-(2-hydroxyethoxy)ethoxy)ethyl)carbamate